1-(3-fluorophenyl)-N-(3-methyl-4-(trifluoromethyl)benzyl)-4-phenyl-1H-imidazol-2-amine FC=1C=C(C=CC1)N1C(=NC(=C1)C1=CC=CC=C1)NCC1=CC(=C(C=C1)C(F)(F)F)C